NC[C@@H]1CC[C@H](CC1)CN1CCN(CC1)C1=C(C=C(NC2C(NC(CC2)=O)=O)C=C1)F trans-3-[4-[4-[[4-(aminomethyl)cyclohexyl]methyl]piperazin-1-yl]-3-fluoro-anilino]piperidine-2,6-dione